4-ethoxy-3-(1-methyl-6-oxopyridin-3-yl)benzenesulfonamide C(C)OC1=C(C=C(C=C1)S(=O)(=O)N)C1=CN(C(C=C1)=O)C